[5-(1H-imidazol-4-yl)-3-methyl-1H-pyrazol-1-yl]acetonitrile N1C=NC(=C1)C1=CC(=NN1CC#N)C